C1(=CC=CC=2OC3=C(C21)C=CC=C3)C3=CC(=CC2=CC=CC=C32)NC=3C=CC(=C(C3)O)C3=CC=C(C2=CC=CC=C32)NC3=CC2=CC=CC=C2C(=C3)C3=CC=CC=2OC1=C(C23)C=CC=C1 5-(4-dibenzofuranyl-2-naphthylamino)-2-[4-(4-dibenzofuranyl-2-naphthylamino)-1-naphthyl]phenol